3-(3-(1-((1r,4r)-4-(cyanomethyl)cyclohexyl)-1,6-dihydroimidazo[4,5-d]pyrrolo[2,3-b]pyridin-2-yl)azetidin-1-yl)-3-oxopropanenitrile C(#N)CC1CCC(CC1)N1C(=NC=2C1=C1C(=NC2)NC=C1)C1CN(C1)C(CC#N)=O